6-Chloro-N-((3-(1-methyl-1H-indazol-6-yl)azetidin-3-yl)methyl)-2-(trifluoromethyl)quinolin-4-amine ClC=1C=C2C(=CC(=NC2=CC1)C(F)(F)F)NCC1(CNC1)C1=CC=C2C=NN(C2=C1)C